5-amino-2,4-dibromophenol NC=1C(=CC(=C(C1)O)Br)Br